The molecule is a member of 1-benzofurans and a carbamate ester. It has a role as an EC 3.1.1.7 (acetylcholinesterase) inhibitor, a carbamate insecticide, an acaricide, an agrochemical and a nematicide. CCCCN(CCCC)SN(C)C(=O)OC1=CC=CC2=C1OC(C2)(C)C